C(C1=CC=CC=C1)OC1=C(C=C(C(=O)OCC2=CC=CC=C2)C=C1C1OCCO1)Cl benzyl 4-(benzyloxy)-3-chloro-5-(1,3-dioxolan-2-yl)benzoate